BrC=1C=CC(=NC1)OC1CC(C1)OC=1C=CC(=NC1)C#CC(OC(C)O)C [3-[5-[3-[(5-bromo-2-pyridyl)oxy]cyclobutoxy]-2-pyridyl]-1-methyl-prop-2-ynyloxy]ethanol